3-(4,4-difluoroazepan-1-yl)-5-methyl-N-(2-(methylsulfinyl)pyridin-4-yl)-6-(trifluoromethyl)pyridazine-4-carboxamide FC1(CCN(CCC1)C=1N=NC(=C(C1C(=O)NC1=CC(=NC=C1)S(=O)C)C)C(F)(F)F)F